N1=CC=CC=2CCCC(C12)O 5,6,7,8-tetrahydroquinolin-8-ol